COC1=C(CNC2=NC=3C(=CC(=CC3C=3N2N=C(N3)CC3C(C3)C3=CC=C(C#N)C=C3)F)F)C=CC(=C1)OC 4-(2-((5-((2,4-dimethoxybenzyl)amino)-7,9-difluoro-[1,2,4]triazolo[1,5-c]quinazolin-2-yl)methyl)cyclopropyl)benzonitrile